(R)-5-(1-(3,5-Dichloropyridin-4-yl)ethoxy)-6-methoxy-3-(6-(6-(methylsulfonyl)-2,6-diazaspiro[3.3]heptan-2-yl)pyridin-3-yl)-1H-indazole ClC=1C=NC=C(C1[C@@H](C)OC=1C=C2C(=NNC2=CC1OC)C=1C=NC(=CC1)N1CC2(C1)CN(C2)S(=O)(=O)C)Cl